(5R)-2-(6-ethyl-2-methyl-3-pyridinyl)-N-[(3S)-9-fluoro-2-oxo-5-phenyl-1,3-dihydro-1,4-benzodiazepine-3-yl]-5-methyl-6,7-dihydro-5H-pyrazolo[5,1-b][1,3]Oxazine-3-carboxamide C(C)C1=CC=C(C(=N1)C)C1=NN2C(O[C@@H](CC2)C)=C1C(=O)N[C@@H]1C(NC2=C(C(=N1)C1=CC=CC=C1)C=CC=C2F)=O